C1(=CC=CC=C1)C1=C(OC2C1C=CC=C2)NC=2OC1=C(C2)C=CC=C1 N-(3-phenyl-3a,7a-dihydrobenzofuran-2-yl)benzofuran-2-amine